2-methyl-1H-indazol-2-ium 2,2,2-trisFluoroacetate FC(C(=O)[O-])(F)F.C[N+]=1NC2=CC=CC=C2C1